1-[2-chloro-5-(trifluoromethyl)phenyl]-3-hydroxypropan-2-one ClC1=C(C=C(C=C1)C(F)(F)F)CC(CO)=O